C=C1C[C@H](N(CC1)C(=O)OCC1=CC=CC=C1)C(=O)OCC1=CC=CC=C1 dibenzyl (S)-4-methylenepiperidine-1,2-dicarboxylate